potassium rac-3-ethoxy-2-methyl-3-oxopropanoate C(C)OC([C@@H](C(=O)[O-])C)=O.[K+] |r|